2',4'-dichloro-7'-(6-((2S,6R)-2,6-dimethylmorpholino)pyridin-3-yl)spiro[cyclobutane-1,5'-pyrrolo[2,3-d]pyrimidin]-6'(7'H)-one ClC=1N=C(C2=C(N1)N(C(C21CCC1)=O)C=1C=NC(=CC1)N1C[C@@H](O[C@@H](C1)C)C)Cl